N-(2,5-difluorophenyl)prop-2-enamide FC1=C(C=C(C=C1)F)NC(C=C)=O